CC1=CC(=NC(=C1CC=1C=C2C3(C(NC2=CC1)=O)CC3)C)N3N=C(C(NC3=O)=O)C#N 2-(4,6-dimethyl-5-((2'-oxospiro[cyclopropane-1,3'-indoline]-5'-yl)methyl)pyridin-2-yl)-3,5-dioxo-2,3,4,5-tetrahydro-1,2,4-triazine-6-carbonitrile